Heptanonitrile C(CCCCCC)#N